[Cl-].[Cl-].ClC1=CC=C(C=C1)C(=[Zr+2](C1=C(C=CC=2C3=CC=C(C=C3CC12)C(C)(C)C)C(C)(C)C)C1C=CC=C1)C1=CC=C(C=C1)Cl di-(p-chlorophenyl)methylene(cyclopentadienyl)(2,7-di-tert-butylfluorenyl)zirconium dichloride